((((benzyloxy)carbonyl)amino)methyl)pyrrolidine-1-carboxylate C(C1=CC=CC=C1)OC(=O)NCOC(=O)N1CCCC1